N(=[N+]=[N-])[C@](C)(CC)C1=CN=C(C2=CN=C(C=C12)Cl)OC1CN(C1)C(=O)C1CC1 (R)-(3-((4-(2-Azidobutan-2-yl)-6-chloro-2,7-naphthyridin-1-yl)oxy)azetidin-1-yl)(cyclopropyl)methanone